3-hydroxy-2-(6-(methyl(piperidin-4-yl)amino)pyridazin-3-yl)-3,7-dihydropyrido[3,4-d]pyrimidine-4,6-dione ON1C(=NC=2C(C1=O)=CC(NC2)=O)C=2N=NC(=CC2)N(C2CCNCC2)C